FC1=C(C=CC=C1)NC(OCC(COC=1C=2N(N=C(C1)C=1C(NC(NC1)=O)=O)C=CN2)(F)F)=O 3-((6-(2,4-dioxo-1,2,3,4-tetrahydropyrimidin-5-yl)imidazo[1,2-b]pyridazin-8-yl)oxy)-2,2-difluoropropyl (2-fluorophenyl)carbamate